1-(2-hydroxy-2-methylpropyl)-1H-imidazo[4,5-c]quinolin-4-amine OC(CN1C=NC=2C(=NC=3C=CC=CC3C21)N)(C)C